(rac)-(2s,4s)-2-(6-(4-methyl-3-(trifluoromethoxy)phenyl)-3-azabicyclo[4.1.0]heptane-3-carbonyl)-7-oxa-5-azaspiro[3.4]octane-6-one CC1=C(C=C(C=C1)C12CCN(CC2C1)C(=O)C1CC2(C1)NC(OC2)=O)OC(F)(F)F